IC=1C=C(C=CC1)OC m-iodoanisole